(S)-N-(4-(3-aminopiperidin-1-yl)-5-((tetrahydro-2H-pyran-4-yl)ethynyl)pyridin-2-yl)-2-(4-((dimethylamino)methyl)-2-fluoro-6-methoxyphenyl)pyrimidin-4-amine hydrochloride Cl.N[C@@H]1CN(CCC1)C1=CC(=NC=C1C#CC1CCOCC1)NC1=NC(=NC=C1)C1=C(C=C(C=C1OC)CN(C)C)F